4-((7-((4-((2-morpholinoethyl)sulfonyl)phenyl)amino)-2,6-naphthyridin-1-yl)ethynyl)benzonitrile O1CCN(CC1)CCS(=O)(=O)C1=CC=C(C=C1)NC1=NC=C2C=CN=C(C2=C1)C#CC1=CC=C(C#N)C=C1